ClC1=C(C=CC(=C1)NC1C(NC(CC1)=O)=O)N1CCC(CC1)C1CCN(CC1)C(=O)OC(C)(C)C tert-butyl 4-[1-[2-chloro-4-[(2,6-dioxo-3-piperidyl)amino]phenyl]-4-piperidyl]piperidine-1-carboxylate